FC(C(=O)O)(F)F.NC12CC(C1)(C2)C(=O)OC methyl 3-aminobicyclo[1.1.1]pentane-1-carboxylate trifluoroacetate salt